4-((2S,SR)-5-((R)-2,2,2-trifluoro-1-hydroxyethyl)-2-(trifluoromethyl)oxazolidin-3-yl)-2-(trifluoromethyl)benzonitrile FC([C@H](O)[C@@H]1CN([C@@H](O1)C(F)(F)F)C1=CC(=C(C#N)C=C1)C(F)(F)F)(F)F |&1:4|